COC(=O)[C@@H]1NC2=CC(=CC=C2C2=C(NC([C@H](CCCC1)N)=N2)C(=O)OC)NC(=O)OC (9r,14s)-14-amino-5-methoxycarbonylamino-8,16,18-triaza-tricyclo[13.2.1.02,7]octadeca-1(17),2,4,6,15(18)-pentaene-9,17-dicarboxylic acid dimethyl ester